OC1CN(CCC1)CC1=CC(=C2C=CC=NC2=C1O)[N+](=O)[O-] 7-((3-Hydroxypiperidin-1-yl)methyl)-5-nitro-8-hydroxyquinoline